(R)-2-tert-butoxycarbonylamino-N-benzyl-3-methoxypropionamide C(C)(C)(C)OC(=O)N[C@@H](C(=O)NCC1=CC=CC=C1)COC